ClC1=CC2=C(C=N1)C=C(N2COCC[Si](C)(C)C)C2=CC(=NC=C2)C 6-Chloro-2-(2-methylpyridin-4-yl)-1-((2-(trimethylsilyl)ethoxy)methyl)-1H-pyrrolo[3,2-c]pyridine